2-(4-(7-chloro-1-methyl-2,3-dioxo-2,3-dihydropyrido[2,3-b]pyrazin-4(1H)-yl)piperidin-1-yl)-N-(cyclopentylmethyl)pyrimidine-5-carboxamide ClC1=CC2=C(N(C(C(N2C)=O)=O)C2CCN(CC2)C2=NC=C(C=N2)C(=O)NCC2CCCC2)N=C1